3-[6-(2,4-dioxohexahydropyrimidin-1-yl)-2-oxo-1,3-benzoxazol-3-yl]Propionic acid O=C1N(CCC(N1)=O)C1=CC2=C(N(C(O2)=O)CCC(=O)O)C=C1